vinylene carbonate dimethyl-carbonate COC(OC)=O.C1(OC=CO1)=O